(S)-2-(2,7-dimethylpyrazolo[1,5-a]pyridin-5-yl)-9-fluoro-7-(3-methylpiperazin-1-yl)-4H-pyrido[1,2-a][1,3,5]triazin-4-one CC1=NN2C(C=C(C=C2C)C=2N=C3N(C(N2)=O)C=C(C=C3F)N3C[C@@H](NCC3)C)=C1